C(C)(C)(C)OC(=O)N1C=CC2=C(C(=CC(=C12)C)OC)CN1[C@@H](CC(CC1)C1CCOCC1)C1=CC=C(C=C1)C(=O)OC 5-methoxy-4-(((2S)-2-(4-(methoxycarbonyl)phenyl)-4-(tetrahydro-2H-pyran-4-yl)piperidin-1-yl)methyl)-7-methyl-1H-indole-1-carboxylic acid tert-butyl ester